6'-((4-((2-methoxy-3-(1-methyl-1H-1,2,4-triazol-3-yl)phenyl)amino)-5-propionylpyridin-2-yl)amino)-1-methyl-[3,3'-bipyridin]-2(1H)-one COC1=C(C=CC=C1C1=NN(C=N1)C)NC1=CC(=NC=C1C(CC)=O)NC1=CC=C(C=N1)C=1C(N(C=CC1)C)=O